O1C(=CC=C1)C(=O)C=1NC=C(N1)C=1OC=CC1 2-(2-furoyl)-4(s)-(2-furanyl)-1H-imidazole